(E)-N-(4-fluorophenyl)-4-((2-isonicotinoylhydrazono)methyl)benzamide FC1=CC=C(C=C1)NC(C1=CC=C(C=C1)/C=N/NC(C1=CC=NC=C1)=O)=O